9,10-dihydro-8-oxa2,4,10a-triazanaphtho[2,1,8-cde]azulen-1(2H)-one C1(NC2=C3C4=C(OCCN13)C=CC=C4N=C2)=O